5-{1-fluoro-3-hydroxy-7-[methyl-(3-methylbutyl)amino]-5,6,7,8-tetrahydronaphthalen-2-yl}-1λ6,2,5-thiadiazolidine-1,1,3-trione FC1=C(C(=CC=2CCC(CC12)N(CCC(C)C)C)O)N1CC(NS1(=O)=O)=O